N-[1-(3,4-Diethoxyphenyl)-2-methylpropyl]-1,4-dihydro-2,4-dioxo-3(2H)-quinazolineacetamide C(C)OC=1C=C(C=CC1OCC)C(C(C)C)NC(CN1C(NC2=CC=CC=C2C1=O)=O)=O